2-(2,5-dichlorophenyl)-N-((2S)-1-oxo-1-(((2S)-5,5,5-trifluoro-1-hydroxyl-(thiazol-2-yl)pentan-2-yl)amino)propan-2-yl)thiazole-5-carboxamide ClC1=C(C=C(C=C1)Cl)C=1SC(=CN1)C(=O)N[C@H](C(N[C@H](C(O)C=1SC=CN1)CCC(F)(F)F)=O)C